BrC=1C(N(N(C1C)C)C1=CC=CC=C1)=O 4-bromo-1,5-dimethyl-2-phenyl-1,2-dihydro-3H-pyrazol-3-one